BrC1=CC2=C(N=C(S2)NC2=NC=CC(=C2)CN2CCN(CC2)C(C)=O)C=C1 1-(4-((2-((6-bromobenzo[d]thiazol-2-yl)amino)pyridin-4-yl)methyl)piperazin-1-yl)ethanone